2-amino-N-(2,6-dioxopiperidin-3-yl)benzamide NC1=C(C(=O)NC2C(NC(CC2)=O)=O)C=CC=C1